4,6-dihydro-5H-thieno[3,2-b]pyrrol-5-one S1C=CC=2NC(CC21)=O